1-(2-chloroethyl)-1H-pyrrolo[2,3-c]pyridine ClCCN1C=CC=2C1=CN=CC2